C(C)C1=NC(=NC=C1S(=O)(=O)N1CC2(CN(C2)C(=O)OC(C)(C)C)C1)C(F)(F)F tert-butyl 6-((4-ethyl-2-(trifluoromethyl)pyrimidin-5-yl)sulfonyl)-2,6-diazaspiro[3.3]heptane-2-carboxylate